(6-Bromo-2-ethyl-8-methyl-imidazo[1,2-a]pyridin-3-yl)-ethyl-amine BrC=1C=C(C=2N(C1)C(=C(N2)CC)NCC)C